methyl N-[4-methyl-5-({4-[(2S)-2-{[8-(pyridin-2-yl)quinazolin-4-yl]amino}propyl]piperazin-1-yl}sulfonyl)-1,3-thiazol-2-yl]carbamate CC=1N=C(SC1S(=O)(=O)N1CCN(CC1)C[C@H](C)NC1=NC=NC2=C(C=CC=C12)C1=NC=CC=C1)NC(OC)=O